[I-].NC1=CC=C(OC/2=C(CCC\C2=C/C=C\2/N(C3=CC=CC=C3C2(C)C)CC)/C=C/C2=[N+](C3=CC=CC=C3C2(C)C)CC)C=C1 2-((E)-2-((E)-2-(4-aminophenoxy)-3-((E)-2-(1-ethyl-3,3-dimethylindolin-2-ylidene)ethylidene)cyclohex-1-en-1-yl)vinyl)-1-ethyl-3,3-dimethyl-3H-indol-1-ium iodide